BrCCC=1C=C2C(N(C(C2=CC1)=O)N1C(NC(CC1)=O)=O)=O 5-(2-Bromoethyl)-2-(2,4-dioxotetrahydropyrimidin-1(2H)-yl)isoindoline-1,3-dione